5-amino-7-(2-(4-(2-fluoro-5-(oxazol-2-yl)phenyl)piperazin-1-yl)ethyl)-N-methyl-2-(pyridin-2-yl)-7H-pyrrolo[3,2-e][1,2,4]triazolo[1,5-c]pyrimidine-8-carboxamide NC1=NC2=C(C=3N1N=C(N3)C3=NC=CC=C3)C=C(N2CCN2CCN(CC2)C2=C(C=CC(=C2)C=2OC=CN2)F)C(=O)NC